3-(4-fluorobenzyl)pyrrolidine-3-carbonitrile hydrochloride Cl.FC1=CC=C(CC2(CNCC2)C#N)C=C1